4,5-difluoro-3-nitro-1H-indole FC1=C2C(=CNC2=CC=C1F)[N+](=O)[O-]